tert-butyl 1-(4-isopropylphenyl)-3-[(2-methoxy-2-oxoethyl)amino]-4H,6H,7H-pyrazolo[4,3-c]pyridine-5-carboxylate C(C)(C)C1=CC=C(C=C1)N1N=C(C=2CN(CCC21)C(=O)OC(C)(C)C)NCC(=O)OC